(1S)-1-[5-chloro-1-(2-trimethylsilylethoxymethyl)pyrrolo[3,2-b]pyridin-2-yl]ethanol ClC1=CC=C2C(=N1)C=C(N2COCC[Si](C)(C)C)[C@H](C)O